N-(4-(isoquinolin-1-ylamino)cyclohexyl)acetamide C1(=NC=CC2=CC=CC=C12)NC1CCC(CC1)NC(C)=O